C(CCCCCCCCC)OCOC=CCCCCC(OCC)OCC diethoxyheptenyl decoxymethyl ether